di(3-aminopropyl)diethylene glycol NCCCC(COCCO)(CCCN)O